CN(C1=CC=C(C=C1)\C=C\C1=C(C(=CC=C1F)F)F)C (E)-N,N-dimethyl-4-(2,3,6-trifluorostyryl)aniline